3-(5-chloro-4-(5,5-dimethyl-5,6-dihydro-4H-pyrrolo[1,2-b]pyrazol-3-yl)pyridin-2-yl)ureido-pyrrolidine-1-carboxylic acid tert-butyl ester C(C)(C)(C)OC(=O)N1C(CCC1)NC(=O)NC1=NC=C(C(=C1)C1=C2N(N=C1)CC(C2)(C)C)Cl